C1(CCC1)C=O cyclobutyl-Formaldehyde